N1(N=CC=C1)C=1C=CC(=NC1)O[C@H]1C[C@H](N(C1)C1=CC=C(C(=O)N[C@@H](CC(=O)OC)C2=CC=C(C=C2)S(=O)(=O)CC)C=C1)COC(F)F methyl (S)-3-(4-((2S,4S)-4-((5-(1H-pyrazol-1-yl)pyridine-2-yl)oxy)-2-((difluoromethoxy)methyl)pyrrolidin-1-yl)benzoylamino)-3-(4-(ethylsulfonyl)phenyl)propionate